2-(4-chloro-1-isopropyl-1H-pyrazol-5-yl)-4-(3-fluoro-4-(5-methyl-3-(trifluoromethyl)-1H-pyrazol-1-yl)benzyl)-6,7-dihydropyrazolo[1,5-a]pyrimidin-5(4H)-one ClC=1C=NN(C1C1=NN2C(N(C(CC2)=O)CC2=CC(=C(C=C2)N2N=C(C=C2C)C(F)(F)F)F)=C1)C(C)C